N,N'-diphenyl-N,N'-di(p-methylphenyl)benzidine C1(=CC=CC=C1)N(C1=CC=C(C=C1)C1=CC=C(N(C2=CC=C(C=C2)C)C2=CC=CC=C2)C=C1)C1=CC=C(C=C1)C